O1[C@H](COC2=C1C=CC=C2)CN2C[C@@H](CCC2)C2=CC(=CC=C2)C(F)(F)F (S)-1-[(S)-1-(2,3-Dihydrobenzo[1,4]dioxin-2-yl)methyl]-3-(3-trifluoromethyl-phenyl)piperidine